6-bromo-3-(2,5-dichloropyrimidin-4-yl)-7-methylsulfonyl-indol BrC1=CC=C2C(=CNC2=C1S(=O)(=O)C)C1=NC(=NC=C1Cl)Cl